5-Amino-3-[5-[2-[(5-tert-butylisoxazol-3-yl)amino]-2-oxo-ethyl]-2-pyridyl]-1-isopropyl-pyrazole-4-carboxamide NC1=C(C(=NN1C(C)C)C1=NC=C(C=C1)CC(=O)NC1=NOC(=C1)C(C)(C)C)C(=O)N